tert-butyl (E)-(7-bromo-2-(2-(4-methylpyrimidin-2-yl)vinyl)quinolin-5-yl)carbamate BrC1=CC(=C2C=CC(=NC2=C1)\C=C\C1=NC=CC(=N1)C)NC(OC(C)(C)C)=O